C(C)OCCN(CCC(C(=O)O)NC(N(C(C)C)CC(C)C)=O)CCCCC1=NC=2NCCCC2C=C1 4-[2-ethoxyethyl-[4-(5,6,7,8-tetrahydro-1,8-naphthyridin-2-yl)butyl]amino]-2-[[isobutyl(isopropyl)carbamoyl]amino]butanoic acid